CC=1C(=CSC1)C1=NN2C(=NC=3C=CC=CC3C2=N1)N[C@H]1C(NCCCC1)=O (3R)-3-{[2-(4-methylthiophene-3-yl)[1,2,4]triazolo[1,5-c]quinazolin-5-yl]amino}azepan-2-one